NC1=C(C(N(C(=C1)C(F)(F)F)OC)=O)N(C(=O)C1=NC=C(C=C1SCC)C1(CC1)C#N)C N-[4-amino-1-methoxy-2-oxo-6-(trifluoromethyl)-3-pyridinyl]-5-(1-cyanocyclopropyl)-3-ethylsulfanyl-N-methyl-pyridine-2-carboxamide